N-(2-methyl-4-pyridyl)-2-iodobenzamide CC1=NC=CC(=C1)NC(C1=C(C=CC=C1)I)=O